BrC=1C=CC(=C(NC2(CC2)C)C1)[N+](=O)[O-] 5-bromo-N-(1-methylcyclopropyl)-2-nitro-aniline